P(=O)(O)(O)O[C@H]1[C@H]([C@@H](O[C@@H]1CO)N1C(=O)NC(=O)C=C1)OCCCCCCCCCCCCCCCC 2'-O-hexadecyl uridine-3'-phosphate